4-(4-(2',5'-dimethoxy-[1,1'-biphenyl]-4-yl)-1H-1,2,3-triazol-1-yl)-3-fluoropyridine COC1=C(C=C(C=C1)OC)C1=CC=C(C=C1)C=1N=NN(C1)C1=C(C=NC=C1)F